N-(3-{6-azaspiro[2.5]octan-6-yl}-4-{4-[8-(4,4-difluoropiperidin-1-yl)-7-fluoroquinolin-6-yl]-1H-1,2,3-triazol-1-yl}phenyl)-2-hydroxyethane-1-sulfonamide C1CC12CCN(CC2)C=2C=C(C=CC2N2N=NC(=C2)C=2C=C1C=CC=NC1=C(C2F)N2CCC(CC2)(F)F)NS(=O)(=O)CCO